O=C(CN(CC#C)CCC(C(=O)N)C)N1CCCC1 2-((2-oxo-2-(pyrrolidine-1-yl)ethyl(prop-2-yn-1-yl)amino)ethyl)propionamide